2,N-dicyclohexyl-2-(6-fluoro-2-pyridin-2-yl-benzoimidazol-1-yl)-acetamide C1(CCCCC1)C(C(=O)NC1CCCCC1)N1C(=NC2=C1C=C(C=C2)F)C2=NC=CC=C2